4-phenyl-2-(quinolin-2-yl)-4,5-dihydro-oxazole C1(=CC=CC=C1)C1N=C(OC1)C1=NC2=CC=CC=C2C=C1